NC(C#N)CC1=C(C2=C(C=C(S2)C2=CC=C3CCC4(CCN(CC4)C)C3=C2)C=C1)F 2-amino-3-(7-fluoro-2-{1'-methyl-2,3-dihydrospiro[indene-1,4'-piperidin]-6-yl}-1-benzothiophen-6-yl)propanenitrile